CC(CC1=CC=CC=C1)(C)OC(C)=O.FC1=CC(=C(N)C=C1)N1CCN(CC1)C 4-fluoro-2-(4-methylpiperazin-1-yl)aniline (1,1-dimethyl-2-phenyl-ethyl)acetate